C(C)(C)(C)OC(=O)N1[C@@H](CC(=CC1)C1=CC(=C(C=C1)[N+](=O)[O-])O)C.CC1=C(N=C(N1)CC1=CSC=C1)C1=CC2=CC=CC=C2C=C1 5-methyl-4-(2-naphthyl)-2-(3-thienylmethyl)imidazole tert-Butyl-(2R)-4-(3-hydroxy-4-nitrophenyl)-2-methyl-3,6-dihydro-2H-pyridine-1-carboxylate